6-[4-(2-pyridyl)piperazin-1-yl]pyridine N1=C(C=CC=C1)N1CCN(CC1)C1=CC=CC=N1